(2R)-N-(2-{[(3R,5R)-1-benzyl-5-(hydroxymethyl)pyrrolidin-3-yl](methyl)amino}ethyl)-2-methyl-4-(3,4,5-trifluorophenyl)piperazine-1-carboxamide C(C1=CC=CC=C1)N1C[C@@H](C[C@@H]1CO)N(CCNC(=O)N1[C@@H](CN(CC1)C1=CC(=C(C(=C1)F)F)F)C)C